S(=O)(=O)(C1=CC=CC=2C(N(C)C)=CC=CC12)NCCN1C(C=CC1=O)=O N-[2-(dansylamino)ethyl]maleimide